C(C)OC(CC(CC(C)C)(C)C#N)=O 3-Cyano-3,5-dimethylhexanoic Acid Ethyl Ester